COC=1C=C(C=CC1C(=O)N1CCN(CC1)C(C1=NC=CC=C1C(F)(F)F)=O)NS(=O)(=O)C=1C=CC=C2C=CC=NC12 N-(3-Methoxy-4-(4-(3-(trifluoromethyl)picolinoyl)piperazine-1-carbonyl)phenyl)quinoline-8-sulfonamide